1-METHYL-1H-IMIDAZOLE-4-CARBOXYLIC ACID CN1C=NC(=C1)C(=O)O